guanidinium chloride salt [Cl-].NC(=[NH2+])N